N-Boc-2,5-diazabicyclo[2.2.2]octane C(=O)(OC(C)(C)C)N1C2CNC(C1)CC2